FC([C@@H]1C[C@H](CN(C1)CC)N1CCC2=C1N=NC(=C2)C2=C(C=C(C=C2C)C(F)(F)F)O)F 2-(7-((3R,5R)-5-(difluoromethyl)-1-ethylpiperidin-3-yl)-6,7-dihydro-5H-pyrrolo[2,3-c]pyridazin-3-yl)-3-methyl-5-(trifluoromethyl)phenol